5-[5-(fluoromethoxy)-1,2,3,4-tetrahydro-2,6-naphthyridine-2-carbonyl]-6-methyl-N-(1-methylcyclopropyl)furo[2,3-d]pyrimidin-4-amine FCOC1=C2CCN(CC2=CC=N1)C(=O)C1=C(OC=2N=CN=C(C21)NC2(CC2)C)C